BrC1=CC=C(C=C1)NC(=O)C1=CC=C(C=C1)C1=CC=C(C=C1)C(=O)OC methyl 4'-[(4-bromophenyl) carbamoyl]-[1,1'-biphenyl]-4-carboxylate